C1(C=CC=C1)[Zr](C(C1=CC=CC=C1)C1=CC=CC=C1)(C(C1=CC=CC=C1)C1=CC=CC=C1)C1C=CC=C1 bis(cyclopentadienyl)bis(benzhydryl)zirconium